CC(CCCC)OC(CCC(=O)O)=O 4-(2-hexyloxy)-4-oxo-butyric acid